[Mg].[Fe].[Cu].[Ni] nickel-copper-iron-magnesium